Methyl ((2-((3-cyano-4-fluorophenyl)carbamoyl)-11,11-difluoro-2,3,4,7,8,9,10,11-octahydro-1H-pyrido[4',3':3,4]pyrazolo[1,5-a]azepin-8-yl)methyl)carbamate C(#N)C=1C=C(C=CC1F)NC(=O)N1CC=2C(=NN3C2C(CCC(C3)CNC(OC)=O)(F)F)CC1